7-iodo-3-methyl-6-(trifluoromethyl)-[1,2,4]triazolo[4,3-a]pyridin-8-amine IC1=C(C=2N(C=C1C(F)(F)F)C(=NN2)C)N